C(#N)C1=C(C=CC2=C1SC(=C2)C=2SC(=C(N2)C)C(=O)OCC)CC(C)C Ethyl 2-(7-cyano-6-isobutylbenzo[b]thiophen-2-yl)-4-methylthiazole-5-carboxylate